COCCN(C)CCOC bis-(2-methoxyethyl)-N-methylamine